3-bromo-2-nitro-1,1'-biphenyl BrC=1C(=C(C=CC1)C1=CC=CC=C1)[N+](=O)[O-]